((2-((1r,3R)-3-(3-((4,4-difluorocyclohexyl)amino)propyl)cyclobutoxy)-4-methylphenyl)sulfonyl)-L-proline FC1(CCC(CC1)NCCCC1CC(C1)OC1=C(C=CC(=C1)C)S(=O)(=O)N1[C@@H](CCC1)C(=O)O)F